C(C)(C)(C)C=1C=C(CN(C(CN(S(=O)(=O)C2=C(C(=C(C(=C2F)F)F)F)F)CC2=CC(=NC=C2)C(F)(F)F)=O)C2=C(C=C(C(=O)O)C=C2)OC)C=C(C1)C1CC1 4-(N-(3-(tert-butyl)-5-cyclopropylbenzyl)-2-(N-((2-(trifluoromethyl)pyridin-4-yl)methyl)-(2,3,4,5,6-pentafluoro-phenyl)sulfonamido)acetamido)-3-methoxybenzoic acid